CN1N=C(N=C1C)C1=CC=C(CN2C3=NC(=NC=C3N(C2=O)C)C2=C(C=CC=C2)C(C)C)C=C1 9-(4-(1,5-dimethyl-1H-1,2,4-triazol-3-yl)benzyl)-2-(2-isopropylphenyl)-7-methyl-7,9-dihydro-8H-purin-8-one